5-vinyl-8-(methoxymethoxy)quinoline C(=C)C1=C2C=CC=NC2=C(C=C1)OCOC